[[3,5-bis(1,1-dimethylethyl)-4-hydroxyphenyl]methyl]butylmalonate CC(C)(C)C=1C=C(C=C(C1O)C(C)(C)C)CC(C(=O)[O-])(C(=O)[O-])CCCC